CN1C(CN(CCN(CC1)C)C)C 1,2,4,7-tetramethyl-1,4,7-triazacyclononane